CC(OCC)COC=C 4-methyl-3,6-dioxaoct-7-ene